Cl.C1(CCCCC1)NC(C)C1=CC=CC=C1 cyclohexyl-(1-phenyl-ethyl)-amine hydrochloride